1-[(1-methylindol-5-yl)amino]methanamide CN1C=CC2=CC(=CC=C12)NC(=O)N